ClC1=C(C=C(CN2C(NC(C3=C2C=CN3)=O)=S)C=C1)CN(C)C 1-(4-chloro-3-((dimethylamino)methyl)benzyl)-2-thioxo-1,2,3,5-tetrahydro-4H-pyrrolo[3,2-d]pyrimidin-4-one